C(C)C1N(CCC1)C=C Ethyl-vinyl-pyrrolidine